8,8-dimethyl-1-azaspiro[4.5]decane-2-carboxamide CC1(CCC2(CCC(N2)C(=O)N)CC1)C